2-chloro-4-(cyclobutylamino)-N-(2-fluorophenyl)pyrimidine-5-carboxamide ClC1=NC=C(C(=N1)NC1CCC1)C(=O)NC1=C(C=CC=C1)F